2-(1H-1,2,4-triazol-1-yl)ethanesulfonyl fluoride N1(N=CN=C1)CCS(=O)(=O)F